C(#C)[C@H]1[C@@H](COC1)NC(OC(C)(C)C)=O |o1:2,3| tert-Butyl ((3S,4S)- or (3R,4R)-4-ethynyltetrahydrofuran-3-yl)carbamate